C(C=1C(O)=CC=CC1)(=O)O\C=C/CCCC Cis-Hexenyl Salicylate